((3S)-2-methyl-2-azabicyclo[2.2.1]heptan-3-yl)methanol CN1C2CCC([C@H]1CO)C2